FC1=CC=C(C=C1)C1=CC(=NC(=C1C#N)OC)C1=NC=CC(=C1)C 4-(4-Fluoro-phenyl)-6-methoxy-4'-methyl-[2,2']bipyridinyl-5-carbonitrile